N=1N(N=CC1)C[C@@H](C)C1CCC2C3CCC4CC(CCC4C3CCC12C)(O)COCC 17-((S)-1-(2H-1,2,3-triazol-2-yl)propan-2-yl)-3-(ethoxymethyl)-13-methylhexadecahydro-1H-cyclopenta[a]phenanthren-3-ol